ClC=1C=C(C=C(C1)Cl)NC1=NC2=CC(=C(C=C2C(N1)=O)F)F 2-((3,5-dichlorophenyl)amino)-6,7-difluoroquinazoline-4(3H)-One